N=1C=CN2C(=NC=3C=CC=CC3C21)N imidazo-[1,2-c]quinazolin-5-amine